Cl.N1[C@@H](CCC1)C(=O)OC Methyl L-prolinate hydrochloride